FC(C(=O)O)(F)F.CC1NCC1OCC1=CC(=C(C=C1)C)C(F)(F)F 2-Methyl-3-((4-methyl-3-(trifluoromethyl)benzyl)oxy)azetidine 2,2,2-trifluoroacetate